BrCCOC1=C(C=C(C=C1)Cl)C1=C2C(=NC(=C1)C)C(=CS2)C(=O)OC(C)(C)C 1,1-di(methyl)ethyl 7-[2-(2-bromanylethoxy)-5-chloranyl-phenyl]-5-methyl-thieno[3,2-b]pyridine-3-carboxylate